dichloro-naphthalenediamine ClC=1C(=C(C(=C2C=CC=CC12)N)N)Cl